5-[1-(2-Fluoro-6-methyl-phenyl)-4-methyl-piperidin-4-yl]-2-methyl-7-(2-trifluoromethyl-benzyl)-2,4,5,7-tetrahydro-pyrazolo[3,4-d]pyrimidin-6-on FC1=C(C(=CC=C1)C)N1CCC(CC1)(C)N1C(N(C=2C(C1)=CN(N2)C)CC2=C(C=CC=C2)C(F)(F)F)=O